Cl.N1=CC(=CC=C1)C(=O)[O-].[NH4+] Ammonium pyridine-3-carboxylate-hydrochloride